ClC1=CC(=C(C=C1)C1=C(N(N=N1)C)CN1N=CC(=CC1=O)N1CC2(C1)OC[C@H](CC2)F)F 2-[[5-(4-chloro-2-fluoro-phenyl)-3-methyl-triazol-4-yl]methyl]-5-[(7S)-7-fluoro-5-oxa-2-azaspiro[3.5]nonan-2-yl]pyridazin-3-one